4-(4-chlorophenyl)-1-((1-(3-chloropyridin-2-yl)-5-((S)-1-hydroxyethyl)-1H-1,2,4-triazol-3-yl)methyl)-3-((S)-3,3,3-trifluoro-2-hydroxypropyl)-1,3-dihydro-2H-imidazol-2-one ClC1=CC=C(C=C1)C=1N(C(N(C1)CC1=NN(C(=N1)[C@H](C)O)C1=NC=CC=C1Cl)=O)C[C@@H](C(F)(F)F)O